FC1=CC(=C(CC2CC3(CN(C3)C(=O)N3CC4(C3)NC(CC4)=O)C2)C=C1)S(=O)(=O)C 2-[6-(4-fluoro-2-mesyl-benzyl)-2-azaspiro[3.3]heptane-2-carbonyl]-2,5-diazaspiro[3.4]octan-6-one